NC1=C(N=C(S1)C1=C(C=CC=C1F)F)C(=O)NC=1C(=C2C(=NC1)SC=C2)N2C[C@H](CCC2)N 5-amino-N-{4-[(3S)-3-aminopiperidin-1-yl]thieno[2,3-b]pyridin-5-yl}-2-(2,6-difluorophenyl)-1,3-thiazole-4-carboxamide